NC=1NC(C2=C(N1)NC(=C2C2=C(C=CC=C2)OCC)C2=CC=C(C=C2)S(=O)(=O)N(C)C)=O 4-(2-Amino-5-(2-ethoxyphenyl)-4-oxo-4,7-dihydro-3H-pyrrolo[2,3-d]pyrimidin-6-yl)-N,N-dimethylbenzenesulfonamide